C(C)(C)(C)OC(=O)NCCOCCOCCOCCOCC(=O)O 14-{[(tert-butoxy)carbonyl]amino}-3,6,9,12-tetraoxatetradecanoic acid